C(C)(C)OC1=C(N=CC=2N1N=C(N2)NC2CN(C2)C(=O)C2=CC=C(C=C2)NC(C=C)=O)C=2C=NNC2 N-(4-(3-((5-isopropoxy-6-(1H-pyrazol-4-yl)-[1,2,4]triazolo[1,5-a]pyrazin-2-yl)amino)azetidine-1-carbonyl)phenyl)acrylamide